OCCN1N=C(C=C1)C=1C=CC=2N(C1)N=NC2C(=O)OCC Ethyl 6-(1-(2-hydroxyethyl)-1H-pyrazol-3-yl)-[1,2,3]triazolo[1,5-a]pyridine-3-carboxylate